NC1=NC(=C2C(=N1)N(N=C2)CC=2C=C(OCCCCC(=O)NO)C=CC2)C=2OC=CC2 5-(3-((6-amino-4-(furan-2-yl)-1H-pyrazolo[3,4-d]pyrimidin-1-yl)methyl)phenoxy)-N-hydroxypentanamide